COC1=C(C=CC=C1)C1CC(C=2C(C(=C(NC2C1)C)C(=O)OC)C1=CC=CC=C1)=O methyl 7-(2-methoxyphenyl)-2-methyl-5-oxo-4-phenyl-1,4,5,6,7,8-hexahydroquinoline-3-carboxylate